3-carboxy-1-(4-sulfophenyl)-5-pyrazolone sodium [Na].C(=O)(O)C1=NN(C(C1)=O)C1=CC=C(C=C1)S(=O)(=O)O